N-acetyl-D-muramate C[C@H](C(=O)[O-])O[C@H]1[C@@H]([C@H](OC([C@@H]1NC(=O)C)O)CO)O